(((R)-3-amino-4-methylpentanoyl)oxy)methyl 2-((2-ethoxyphenoxy)-methyl)morpholine-4-carboxylate, trifluoroacetic acid salt FC(C(=O)O)(F)F.C(C)OC1=C(OCC2CN(CCO2)C(=O)OCOC(C[C@H](C(C)C)N)=O)C=CC=C1